C(=O)C=1C=CC(=NC1)NC(C)=O N-(5-FORMYL-PYRIDIN-2-YL)-ACETAMIDE